7-bromo-5-chloro-1-isopropyl-1H-pyrazolo[4,3-b]pyridin-3-amine BrC1=C2C(=NC(=C1)Cl)C(=NN2C(C)C)N